ethyl 3-(tert-butoxymethyl)-1H-pyrazole-4-carboxylate C(C)(C)(C)OCC1=NNC=C1C(=O)OCC